COC1=CC=C(COC=2C=CC(=C(C2)O)CNC(C)C2=CC(=CC=C2)[N+](=O)[O-])C=C1 5-((4-methoxybenzyl)oxy)-2-(((1-(3-nitrophenyl)ethyl)amino)methyl)phenol